5-[(2-methylprop-2-yl)oxy]-5-oxopentanoic acid CC(C)(C)OC(CCCC(=O)O)=O